(1R,3r,5S)-3-({5-cyclopropyl-3-[2-(trifluoromethoxy)phenyl]-1,2-oxazol-4-yl}methoxy-8-azabicyclo[3.2.1]octan-8-yl)-4-fluoro-1,3-benzothiazole-6-carboxylic acid C1(CC1)C1=C(C(=NO1)C1=C(C=CC=C1)OC(F)(F)F)CO[C@]12CCC[C@@H](CC1)N2N2CSC1=C2C(=CC(=C1)C(=O)O)F